6-Chloro-9-cyclopropyl-2-(propylsulfanyl)-9H-purine ClC1=C2N=CN(C2=NC(=N1)SCCC)C1CC1